methyl-n-octyldi-n-decylammonium sulfate S(=O)(=O)([O-])[O-].C[N+](CCCCCCCCCC)(CCCCCCCCCC)CCCCCCCC.C[N+](CCCCCCCC)(CCCCCCCCCC)CCCCCCCCCC